ClC1=C(C=CC=C1)CN1N=C(C=C1C1=CC(=CC=C1)OC)CO[C@](C(=O)OCC)(CC)C ethyl (2S)-2-([1-[(2-chlorophenyl)methyl]-5-(3-methoxyphenyl)-1H-pyrazol-3-yl]methoxy)-2-methylbutanoate